The molecule is a methyl 2-(4-{[3-chloro-5-(trifluoromethyl)pyridin-2-yl]oxy}phenoxy)propanoate that has S configuration. It is the (much less active) enantiomer of the proherbicide haloxyfop-P-methyl. It derives from a (S)-haloxyfop. It is an enantiomer of a haloxyfop-P-methyl. C[C@@H](C(=O)OC)OC1=CC=C(C=C1)OC2=C(C=C(C=N2)C(F)(F)F)Cl